FC1=CC=C(S1)CC[C@@]1(CN(CC1)C(C)(C)C=1C=NC(=CC1)C)[C@H](C)NC(=O)NC1=CC=CC=C1 |o1:8| 1-((S)-1-((R or S)-3-(2-(5-fluorothiophen-2-yl)ethyl)-1-(2-(6-methylpyridin-3-yl)propan-2-yl)pyrrolidin-3-yl)ethyl)-3-phenylurea